3-(7-chloro-8-fluoro-2-(((2R,7aS)-2-fluorotetrahydro-1H-pyrrolizin-7a(5H)-yl)methoxy)pyrido[4,3-d]pyrimidin-4-yl)-3-azabicyclo[3.2.1]octane-1-carboxylic acid ClC1=C(C=2N=C(N=C(C2C=N1)N1CC2(CCC(C1)C2)C(=O)O)OC[C@]21CCCN1C[C@@H](C2)F)F